Cl.N1(CCOCC1)CCON O-(2-(morpholin-4-yl)ethyl)hydroxylamine hydrochloride